C1(CC1)C1OCCN(C1)C1=C(C=CC=C1)NS(=O)(=O)C1=CC=C(C=C1)S(=O)(=O)N(C)C N1-(2-(2-cyclopropylmorpholino)phenyl)-N4,N4-dimethylbenzene-1,4-disulfonamide